C(CCC)N1C=2C=C3C(=CC2C(C=2C=C(C(=CC12)F)F)=O)N(C1=CC(=C(C=C1C3=O)F)F)CCCC 5,12-dibutyl-2,3,9,10-tetrafluoroquinolino[2,3-b]acridine-7,14(5h,12h)-dione